5-methyl-2-(3-methoxyphenyl)-1H-pyrrole-3-carboxylic acid CC1=CC(=C(N1)C1=CC(=CC=C1)OC)C(=O)O